N-tert-butyl-4-[[2-(2-hydroxy-5-methoxy-phenyl)acetyl]amino]pyridine-2-carboxamide C(C)(C)(C)NC(=O)C1=NC=CC(=C1)NC(CC1=C(C=CC(=C1)OC)O)=O